C(C)OC(CC1=C(C=CC(=C1)F)OCOC)=O 2-(5-fluoro-2-(methoxymethoxy)phenyl)acetic acid ethyl ester